COC(=O)C1CCC(CC1)C=O 4-(methoxycarbonyl)-cyclohexane-carbaldehyde